NC=1C(=NON1)N1N=NC(=C1)C(=O)N/N=C/C1=CC=NC2=CC=CC=C12 (E)-1-(4-amino-1,2,5-oxadiazol-3-yl)-N'-(quinolin-4-ylmethylene)-1H-1,2,3-triazole-4-carbohydrazide